BrC(C(C(Br)(F)F)(F)F)(F)F 1,3-dibromoperfluoropropane